tertbutyl 6-bromo-7-methoxy-3,4-dihydroisoquinoline-2(1H)-carboxylate BrC=1C=C2CCN(CC2=CC1OC)C(=O)OC(C)(C)C